C(C1=CC=CC=C1)OC(=O)N1CCC2(CC2NC(=O)OC(C)(C)C)CC1 6-benzyloxycarbonyl-1-(tert-butoxycarbonyl)amino-6-azaspiro[2.5]octane